O=C1NC(CCC1N1C(C2=CC=CC(=C2C1)NCCCCCCCCNC(OC(C)(C)C)=O)=O)=O tert-butyl (8-((2-(2,6-dioxopiperidin-3-yl)-1-oxoisoindolin-4-yl)amino)octyl)carbamate